4-oxo-E-2-hexenal O=C(/C=C/C=O)CC